CC1(COC2=C1C=CC=C2B2OC(C(O2)(C)C)(C)C)O 3-Methyl-7-(4,4,5,5-tetramethyl-1,3,2-dioxaborol-2-yl)-2,3-dihydrobenzofuran-3-ol